FC(C=1C(=NC=CC1)NC1=NC(=NS1)C=1C=C2C(=CN1)N(CC2)C(C)=O)(F)F 1-(5-(5-(3-(trifluoromethyl)pyridin-2-ylamino)-1,2,4-thiadiazol-3-yl)-2,3-dihydro-1H-pyrrolo[2,3-c]pyridin-1-yl)ethanone